2,5-dioxopyrrolidin-1-ylmethylcarbamate O=C1N(C(CC1)=O)CNC([O-])=O